tert-butyl (1-(2-(3-amino-6-(3-(trifluoromethyl)pyridin-2-yl)pyrazine-2-carboxamido)pyridin-3-yl)-4-ethylpiperidin-4-yl)carbamate NC=1C(=NC(=CN1)C1=NC=CC=C1C(F)(F)F)C(=O)NC1=NC=CC=C1N1CCC(CC1)(CC)NC(OC(C)(C)C)=O